[Cl-].[Cl-].COC=1C=C2CC[NH+](CC2=CC1OC)C.COC=1C=C2CC[NH+](CC2=CC1OC)C 6,7-dimethoxy-2-methyl-1,2,3,4-tetrahydroisoquinolin-2-ium dichloride